FC(OC1=CC=C2C(=N1)NC=C2C2=CC=1N(C=C2)N=CC1C=1C=NN(C1)C)F 6-(difluoromethoxy)-3-(3-(1-methyl-1H-pyrazol-4-yl)pyrazolo[1,5-a]pyridin-5-yl)-1H-pyrrolo[2,3-b]pyridine